C([C@H](O)[C@@H](O)C(=O)O)(=O)O.ClC1=CC=C(C=C1)C1=CC=C(N1C1=C(C=CC=C1)C(F)(F)F)C1=CC=C(C(=O)NCCN(C)C)C=C1 (R)-4-[5-(4-chlorophenyl)-1-[2-(trifluoromethyl)-phenyl]pyrrol-2-yl]-N-[2-(dimethylamino)-ethyl]benzamide (+)-L-tartaric acid salt